2-(2-(4-aminopiperidin-1-yl)ethoxy)-4-methylthiazole-5-carboxamide hydrochloride Cl.NC1CCN(CC1)CCOC=1SC(=C(N1)C)C(=O)N